FC=1C=C(C=CC1C=NO)S(=O)(=O)N(C1=C(N=CS1)C(=O)OC(C)(C)C)CC1=CC=C(C=C1)OC Tert-butyl 5-[[3-fluoro-4-[hydroxyiminomethyl]phenyl]sulfonyl-[(4-methoxyphenyl)methyl]amino]thiazole-4-carboxylate